5-hydroxy-2-methyl-2-phenyl-trans-3-pentenoic acid OC/C=C/C(C(=O)O)(C1=CC=CC=C1)C